C(C)OC1=C(C=CC(=C1)N1CCC(CC1)O)NC=1N=CC2=C(N(C3=C(C(N2C)=O)C=CC=C3)C)N1 2-{[2-ethoxy-4-(4-hydroxypiperidin-1-yl)phenyl]amino}-5,11-dimethyl-5,11-dihydro-6H-pyrimido[4,5-b][1,4]benzodiazepin-6-one